3-(5-(((1-(4-((5-chloro-4-((2-(dimethylphosphono)phenyl)amino)pyrimidin-2-yl)amino)-3-methoxyphenyl)piperidin-4-yl)(methyl)amino)methyl)-6-fluoro-1-oxoisoindoline-2-yl)piperidine ClC=1C(=NC(=NC1)NC1=C(C=C(C=C1)N1CCC(CC1)N(C)CC=1C=C2CN(C(C2=CC1F)=O)C1CNCCC1)OC)NC1=C(C=CC=C1)P(=O)(OC)OC